(3-methoxy-naphthalen-1-yl)boronic acid COC=1C=C(C2=CC=CC=C2C1)B(O)O